CNC1=NC(=NC(=N1)NC)NC1=CC(=CC=C1)OC 2,4-dimethylamino-6-(3-methoxyanilino)-1,3,5-triazine